ClC1=CC=C(C=C1)C(=C1CCN(CC1)C(=O)N(C1CCOCC1)C)C#N 4-((4-chlorophenyl)(cyano)methylene)-N-methyl-N-(tetrahydro-2H-pyran-4-yl)piperidine-1-carboxamide